COC1=C(C(=CC=C1)OC)S(=O)(=O)NC1=NOC2=C1C(=CC(=C2)CC=2OC=CN2)OC 2,6-dimethoxy-N-[4-methoxy-6-(1,3-oxazol-2-ylmethyl)-1,2-benzoxazol-3-yl]benzenesulfonamide